NC=1N=CC2=C(N1)C1(C(N(C2)C=2C=C(C=CC2C)NC(=O)NCC2=CC=CC=C2)=O)CC1 1-(3-(2'-Amino-7'-oxo-5'H-spiro[cyclopropane-1,8'-pyrido[4,3-d]pyrimidine]-6'(7'H)-yl)-4-methylphenyl)-3-benzylurea